ClC1(C(C(C(C(C1(Cl)Cl)(Cl)Cl)(Cl)Cl)(Cl)Cl)(Cl)Cl)Cl hexachloro(Hexachlorobenzene)